ClC1=C(C=C(C=C1)C1=NC=C(C(=N1)N1CC(CC1)CNC(OC(C)(C)C)=O)CO)C(F)(F)F tert-butyl N-[[1-[2-[4-chloro-3-(trifluoromethyl)phenyl]-5-(hydroxymethyl)pyrimidin-4-yl]pyrrolidin-3-yl]methyl]carbamate